C(C)(C)(C)NC(CN(C)C=1C2=C(N=CN1)CCC2)=O N-tert-butyl-2-[5H,6H,7H-cyclopenta[d]pyrimidin-4-yl(methyl)amino]acetamide